O=C1NC(CCC1N1C(C2=CC=C(C=C2C1)C(=O)N[C@@H](C(F)(F)F)C1=CC=C(C=C1)CN1CCN(CC1)C)=O)=O 2-(2,6-dioxopiperidin-3-yl)-1-oxo-N-((R)-2,2,2-trifluoro-1-(4-((4-methylpiperazin-1-yl)methyl)phenyl)ethyl)isoindoline-5-carboxamide